(R)-4-(4-cyclopropyl-1H-imidazol-1-yl)-N-(6-methyl-5,6-dihydrobenzo[f][1,2,4]triazolo[4,3-d][1,4]oxazepin-8-yl)picolinamide C1(CC1)C=1N=CN(C1)C1=CC(=NC=C1)C(=O)NC1=CC=CC=2C=3N(C[C@H](OC21)C)C=NN3